O(C1=CC=CC=C1)CC1(CO1)C 2-phenoxymethyl-1,2-propylene oxide